C1(CC1)CN1C(=NC2=C1C=CC=C2)C2CCN(CC2)C(=O)C2=C1C(=NC=C2)N(C=C1)C1=CC(=CC=C1)F (4-(1-(cyclopropylmethyl)-1H-benzo[d]imidazol-2-yl)piperidin-1-yl)(1-(3-fluorophenyl)-1H-pyrrolo[2,3-b]pyridin-4-yl)methanone